OC(C(=O)N1[C@H]([C@H](CC1)NS(=O)(=O)CC)CC=1C(=C(C=CC1)C1=C(C=CC(=C1)F)F)F)(C)C N-((2S,3S)-1-(2-hydroxy-2-methylpropanoyl)-2-((2,2',5'-trifluorobiphenyl-3-yl)methyl)pyrrolidin-3-yl)ethanesulfonamide